2-(2-chloro-5-fluorobenzene-1-carbonyl)-8,8-dimethyl-7-oxo-2-azaspiro[3.5]non-5-ene-6-carbonitrile ClC1=C(C=C(C=C1)F)C(=O)N1CC2(C1)C=C(C(C(C2)(C)C)=O)C#N